FC(C(=O)N1CC(CC1)N1N=C(C=2N=CN(C(C21)=O)C)C2=CC=C(C=C2)C(F)(F)F)=C 1-(1-(2-fluoroacryloyl)pyrrolidin-3-yl)-6-methyl-3-(4-(trifluoromethyl)phenyl)-1,6-dihydro-7H-pyrazolo[4,3-d]pyrimidin-7-one